CCCCCCCC\C=C/CCCC (Z)-9-tetradecen